(S)-quinuclidin-3-yl (7-(thiophen-3-yl)chroman-4-yl)carbamate S1C=C(C=C1)C1=CC=C2C(CCOC2=C1)NC(O[C@@H]1CN2CCC1CC2)=O